C(C)[C@]1(C(OCC2=C1C=C1C=3C(C4=C(N(C3CCN1C2=O)C)C(=CC(=C4)F)C)=O)=O)O (S)-1-ethyl-12-fluoro-1-hydroxy-9,10-dimethyl-4,7,8,9-tetrahydro-2H,5H-benzo[b]pyrano[4',3':4,5]pyrido[2,1-f][1,6]naphthyridine-2,5,14(1H)-trione